CC1(OC[C@@H]([C@H](C1)OS(=O)(=O)C)NC(=O)OCC[Si](C)(C)C)C (4S,5S)-methanesulfonic acid 2,2-dimethyl-5-((2-(trimethylsilyl) ethoxy) carbonylamino)-tetrahydro-2H-pyran-4-yl ester